ClC=1N=CC2=C(N1)N(C(=C2)CO)C2CCCC2 2-chloro-7-cyclopentyl-7H-pyrrolo[2,3-D]pyrimidine-6-methanol